(3-(4-bromophenyl)naphthalen-2-yl)(pyridin-2-yl)phosphine oxide BrC1=CC=C(C=C1)C=1C(=CC2=CC=CC=C2C1)P(C1=NC=CC=C1)=O